lithium (3-phenylindenide) C1(=CC=CC=C1)C1=C[CH-]C2=CC=CC=C12.[Li+]